The molecule is a monocarboxylic acid that is butanoic acid substituted by an amino group at position 4 and a 4-chlorophenyl group at position 3. It acts as a central nervous system depressant, GABA agonist and muscle relaxant. It has a role as a muscle relaxant, a central nervous system depressant and a GABA agonist. It is a monocarboxylic acid, a primary amino compound, a member of monochlorobenzenes and a gamma-amino acid. C1=CC(=CC=C1C(CC(=O)O)CN)Cl